C(C)(=O)N1CC(C2=C(C=CC=C12)SC=1N=CC(=NC1)N1CCC(CC1)(C)CNC(OC(C)(C)C)=O)(F)F tert-butyl ((1-(5-((1-acetyl-3,3-difluoroindolin-4-yl)thio)pyrazin-2-yl)-4-methylpiperidin-4-yl)methyl)carbamate